FC1=C(C(=C(C(=C1F)F)F)F)C1=CC2=C(OCC(N2CC#C)=O)C=C1 6-(perfluorophenyl)-4-(prop-2-yn-1-yl)-2H-benzo[b][1,4]oxazin-3(4H)-one